C(C)(C)(C)OC(NCCNC(CCN(CCC(NCCNC(=O)OC(C)(C)C)=O)CCNC(CCCCCCCCCCCCCCCCCN=[N+]=[N-])=O)=O)=O [2-(3-{[2-(18-Azido-octadecanoylamino)-ethyl]-[2-(2-tert-butoxycarbonylamino-ethylcarbamoyl)-ethyl]-amino}-propionylamino)-ethyl]-carbamic acid tert-butyl ester